2-(3-(3-((R)-fluoro(4-methyl-4H-1,2,4-triazol-3-yl)methyl)oxetan-3-yl)phenyl)-6-(((S)-2-isopropyl-4-(methylsulfonyl)piperazin-1-yl)methyl)-4-(trifluoromethyl)isoindolin-1-one F[C@H](C1(COC1)C=1C=C(C=CC1)N1C(C2=CC(=CC(=C2C1)C(F)(F)F)CN1[C@H](CN(CC1)S(=O)(=O)C)C(C)C)=O)C1=NN=CN1C